FC=1C=C2C(=NNC2=CC1F)C1=NC=2CCCNC2C(=C1)C 2-(5,6-difluoro-1H-indazol-3-yl)-4-methyl-5,6,7,8-tetrahydro-1,5-naphthyridine